C(CCCCCC)C(=O)CCCCCCCCCCCCCCCC n-Hexadecyl heptyl ketone